Cl.C1(CCCCC1)NC1C(C(C2=CC=CC=C12)=O)=CC1=CC=CC=C1 3-(cyclohexylamino)-2,3-dihydro-2-(phenylmethylene)-1H-inden-1-one, monohydrochloride